NC1=C2C(=NC=N1)N(N=C2C2=NOC(=C2C2=NC=C(C=N2)OC2CN(C2)C(=O)OCC(=O)OC(C)(C)C)C2CC2)C(C)(C)C (2-tert-butoxy-2-oxo-ethyl) 3-[2-[3-(4-amino-1-tert-butyl-pyrazolo[3,4-d]pyrimidin-3-yl)-5-cyclopropyl-isoxazol-4-yl]pyrimidin-5-yl]oxyazetidine-1-carboxylate